FC1=CN=C2N1N=C(C=C2[C@@H]2[C@H](C2)C2=CC=CC=C2)C=2C(NC(NC2)=O)=O 5-[3-fluoro-8-[(1S,2S)-2-phenylcyclopropyl]imidazo[1,2-b]pyridazin-6-yl]-1H-pyrimidine-2,4-dione